[K].CN(CCN1CC(C1)S(=O)(=O)NC(NC1=C2CCCC2=CC=2CCCC12)=O)C 1-(2-(Dimethylamino)ethyl)-N-((1,2,3,5,6,7-hexahydro-s-indacen-4-yl)carbamoyl)azetidine-3-sulfonamide, potassium salt